C(#N)CN1C[C@@H]2[C@H](C1)CC(C2)NC2=C1C(=NC=C2C=2SC(=CN2)C(=O)NCCO)NC=C1 2-(4-(((3aR,5s,6aS)-2-(cyanomethyl)octahydrocyclopenta[c]pyrrol-5-yl)amino)-1H-pyrrolo[2,3-b]pyridin-5-yl)-N-(2-hydroxyethyl)thiazole-5-carboxamide